(oxetan-3-ylmethyl)-1H-pyrazole O1CC(C1)CN1N=CC=C1